FC1=C(C(=CC=C1)F)C1=NC=CC2=C1N=C(N=C2)NC2=CC=C(C=C2)N2CCOCC2 8-(2,6-difluorophenyl)-N-(4-morpholinylphenyl)pyrido[3,4-d]pyrimidin-2-amine